N1=CC=CC=2C(CNCC12)O 5,6,7,8-tetrahydro-1,7-naphthyridin-5-ol